C(CCCCCCC)(=O)[O-].[Zn+2].C(CCCCCCC)(=O)[O-] Zinc caprylate